C(C)C1=NN2C(S1)=NC(=C2)CC(=O)NC2=NNC(=C2)[C@@H]2C[C@@H](CC2)CCCC (1R,3S)-3-(3-{[(2-ethylimidazo[2,1-b][1,3,4]thiadiazol-6-yl)acetyl]amino}-1H-pyrazol-5-yl)cyclopentyl-(2S)-butan